6-{[2-(2,6-dioxo-hexahydropyridin-3-yl)-1,3-dioxo-2,3-dihydro-1H-isoindol-4-yl]amino}hexanoic acid O=C1NC(CCC1N1C(C2=CC=CC(=C2C1=O)NCCCCCC(=O)O)=O)=O